CC1(OCC2=C1N=C(N=C2)C(=O)N[C@@H]2C(N(C=1N(CC2)N=CC1)C)=O)CCC 7-methyl-7-propyl-N-[(6S)-4-methyl-5-oxo-7,8-dihydro-6H-pyrazolo[1,5-a][1,3]diazepin-6-yl]-5H-furo[3,4-d]pyrimidine-2-carboxamide